7-((1R,5S)-8-(2-((tert-butyldimethylsilyl)oxy)cyclobutyl)-3,8-diazabicyclo[3.2.1]oct-3-yl)-2-(1-methyl-1H-pyrazol-4-yl)-3H-imidazo[4,5-b]pyridine [Si](C)(C)(C(C)(C)C)OC1C(CC1)N1[C@H]2CN(C[C@@H]1CC2)C2=C1C(=NC=C2)NC(=N1)C=1C=NN(C1)C